(S)-5-fluoro-N-(pyrrolidin-3-yl)pyridin-2-amine FC=1C=CC(=NC1)N[C@@H]1CNCC1